CS(=O)(=O)[O-].C(CCCCCCCCCC)[NH+]1C=C(C=C1)CCC 1-undecyl-3-propylpyrrolium methanesulfonate